1,2-difluoro-1-Methyl ethylene carbonate C(O)(O)=O.FC(=CF)C